2-((1-(5-methoxy-2-pivaloylphenyl)piperidin-4-yl)methoxy)pyridin COC=1C=CC(=C(C1)N1CCC(CC1)COC1=NC=CC=C1)C(C(C)(C)C)=O